C(C)(C)(C)N1N=CC(=C(C1=O)Cl)SCC1=C(C(=O)N=CN(C)C)C=CC=C1 ((1-tert-butyl-5-chloro-6-oxo-1,6-dihydropyridazin-4-yl)thiomethyl)-N-(dimethylaminomethylene)benzamide